ClC1=CC(=C(C=C1)NC1=NC=NC2=CC(=C(C=C12)OC)OC)F N-(4-chloro-2-fluorophenyl)-6,7-dimethoxyquinazolin-4-amine